OC[C@H]1N(CCC1)C1=NC=CC(=N1)NC(=O)NC1=CC(=CC=C1)N1CC(NCC1)=O (S)-1-(2-(2-(hydroxymethyl)pyrrolidin-1-yl)pyrimidin-4-yl)-3-(3-(3-oxopiperazin-1-yl)phenyl)urea